ClN1CC=NC2=CC(=CC=C12)Cl 4,7-dichloro-quinoxaline